5-(5-amino-2-(2,6-difluorobenzyl)-7-(4-fluorophenyl)-[1,2,4]triazolo[1,5-c]pyrimidin-8-yl)-1-(2-hydroxyethyl)pyridin-2(1H)-one NC1=NC(=C(C=2N1N=C(N2)CC2=C(C=CC=C2F)F)C=2C=CC(N(C2)CCO)=O)C2=CC=C(C=C2)F